C(OCC1=NN2C(CN(CC2)C2CCC2)=C1)(OC1=CC=C(C=C1)[N+](=O)[O-])=O (5-cyclobutyl-4,5,6,7-tetrahydropyrazolo[1,5-a]pyrazin-2-yl)methyl (4-nitrophenyl) carbonate